2,2-dimethyl-1-(2,4-dimethyl-3-cyclohexene-1-yl)-1-propanone CC(C(=O)C1C(C=C(CC1)C)C)(C)C